(R)-3-(methylamino)butan-1-ol CN[C@@H](CCO)C